C[Ce] monomethyl-cerium